[Mn](=O)(=O)([O-])[O-].[Ni+2].[Na+].[Fe+2] iron sodium nickel manganate